CNCCC1=CC=CC=C1 (R)-N-methyl-2-phenylethylamine